4-((3-cyanopyridin-2-yl)oxy)piperidine-1-carboxylic acid tert-butyl ester C(C)(C)(C)OC(=O)N1CCC(CC1)OC1=NC=CC=C1C#N